C(CCCCCC)(=O)O[C@@]1(CC[C@H]2[C@@H]3CCC4=CC(CC[C@@]4([C@H]3[C@H](C[C@]12C)O)C)=O)C(CO)=O (8S,9S,10R,11S,13S,14S,17R)-17-glycoloyl-11-hydroxy-10,13-dimethyl-3-oxo-2,3,6,7,8,9,10,11,12,13,14,15,16,17-tetradecahydro-1H-cyclopenta[a]phenanthren-17-yl heptanoate